C1(=CC=C(C=C1)N1CCCC1)C (p-tolyl)pyrrolidine